CN(S(=O)(=O)C1=CC=C(C=C1)S(=O)(=O)NC1=C(C=CC=C1)N(C1CN(CC1)C(=O)OC1=CC=CC=C1)C)C Phenyl 3-((2-((4-(N,N-dimethylsulfamoyl)phenyl)sulfonamido)phenyl)(methyl)amino)pyrrolidine-1-carboxylate